tert-butyl 3',7'-dioxa-10',11'-dicobaltaspiro[piperidine-4,5'-tetracyclo[7.2.0.01,10.09,11]undecane]-1-carboxylate C123COCC4(COCC35[Co]1[Co]52)CCN(CC4)C(=O)OC(C)(C)C